N1=CC=CC2=CC(=CC=C12)CN1N=NC2=NC=C(N=C21)C=2C=NN(C2)CCO 2-(4-(3-(quinolin-6-ylmethyl)-3H-[1,2,3]triazolo[4,5-b]pyrazin-5-yl)-1H-pyrazol-1-yl)ethanol